glycerin monoerucate diacetyl-tartrate C(C)(=O)C(C(C(=O)O)(O)C(C)=O)(O)C(=O)O.C(CCCCCCCCCCC\C=C/CCCCCCCC)(=O)O.OCC(O)CO